C(C)(C)(C)C=1C=CC=2NC3=CC=C(C=C3C2C1)C(C)(C)C 3,6-di-t-butyl-9H-carbazole